4-(4-Aminophenyl)-2-methoxy-6-phenylpyridine-3-carbonitrile NC1=CC=C(C=C1)C1=C(C(=NC(=C1)C1=CC=CC=C1)OC)C#N